C(C)(=O)C1=CC=C(C=C1)NC(=O)CCCCC(=O)O 5-[(4-ACETYLPHENYL)CARBAMOYL]PENTANOIC ACID